C(C)(C)(C)OC(=O)N1CC(C1)SCC1CN(C1)C(=O)OCC1=CC=CC=C1 benzyl 3-[({1-[(tert-butoxy)carbonyl]azetidin-3-yl}sulfanyl)methyl]azetidine-1-carboxylate